(R)-7-ethyl-8-hydroxy-3,5-dimethylisochroman-1-one C(C)C1=CC(=C2C[C@H](OC(C2=C1O)=O)C)C